dimethyl 7-thiabicyclo[2.2.1]hept-2,5-diene-2,3-dicarboxylate C12C(=C(C(C=C1)S2)C(=O)OC)C(=O)OC